3-((1r,4s)-4-(4-bromo-3-(trifluoromethyl)phenoxy)cyclohexyl)propan-1-ol BrC1=C(C=C(OC2CCC(CC2)CCCO)C=C1)C(F)(F)F